6-((4-fluoro-4-methylpiperidin-1-yl)methyl)-2-(3-(3-((4-methyl-4H-1,2,4-triazol-3-yl)methyl)oxetan-3-yl)phenyl)-4-(trifluoromethyl)isoindolin-1-one FC1(CCN(CC1)CC1=CC(=C2CN(C(C2=C1)=O)C1=CC(=CC=C1)C1(COC1)CC1=NN=CN1C)C(F)(F)F)C